C(C)(C)(C)C=1C=C(N(N1)CC1CC1)NC(NC1=C(C=C(OC2=CC(=NC=C2)NC(C)=O)C=C1)F)=O N-(4-{4-[3-(5-tert-Butyl-2-cyclopropylmethyl-2H-pyrazol-3-yl)-ureido]-3-fluoro-phenoxy}-pyridin-2-yl)-acetamide